P(O)(=O)(OP(=O)(O)O)O[C@H]1C[C@@H](O[C@@H]1COP(=O)(O)O)N1C(=O)NC(=O)C=C1 5'-phospho-2'-deoxyuridine 3'-pyrophosphate